(4-(ethyl-(2-hydroxyethyl)amino)phenyl)-2,2-difluoroethane-1-ol C(C)N(C1=CC=C(C=C1)C(C(F)F)O)CCO